3-(dimethylphosphoryl)propionic acid CP(=O)(C)CCC(=O)O